3-{5'-chloro-7'-oxo-7',8'-dihydro-6'H-spiro[cyclohexane-1,9'-furo[2,3-f]quinazoline]-2'-ylformamido}-N,N-dimethylpropanamide ClC=1C=C2C(=C3C4(NC(NC13)=O)CCCCC4)OC(=C2)C(=O)NCCC(=O)N(C)C